C(CCCCCCCCCCC)OS(=O)(=O)C1=CC=CC=C1.C(CCC)[P+](CCCCCCCCCCCCCC)(CCCC)CCCC tributyl-(tetradecyl)phosphonium dodecylbenzenesulfonate